7-(1-(2-fluoro-4-methylpyridin-3-yl)piperidin-4-yl)-5-((3-(trifluoromethyl)pyrazin-2-yl)methyl)pyrido[2,3-b]pyrazin-6(5H)-one FC1=NC=CC(=C1N1CCC(CC1)C1=CC=2C(=NC=CN2)N(C1=O)CC1=NC=CN=C1C(F)(F)F)C